ONC(=O)C=1CCN(CC1)S(=O)(=O)C1=CC=C(C=C1)C1=CC=C(C=C1)CN1CCOCC1 N-hydroxyl-1-((4'-(morpholinylmethyl)-[1,1'-biphenyl]-4-yl)sulfonyl)-1,2,3,6-tetrahydropyridine-4-formamide